BrC=1C2=C(SC1C(F)(F)P(=O)(OCC)OCC)C=C(C=C2)NC(OC(C)(C)C)=O tert-butyl (3-bromo-2-((diethoxyphosphoryl)difluoromethyl)benzo[b]thiophen-6-yl)carbamate